Methyl 4-{[2-methyl-4-(2-methylpropoxy)-5-(propan-2-yl)phenyl]amino}benzoate CC1=C(C=C(C(=C1)OCC(C)C)C(C)C)NC1=CC=C(C(=O)OC)C=C1